NC=1NC(C=2N(C(N(C2N1)[C@@H]1O[C@@H](C[C@H]1O)[C@H](CN=[N+]=[N-])O)=O)CC#C)=O 2-Amino-9-((2R,3R,5S)-5-((S)-2-azido-1-hydroxyethyl)-3-hydroxytetrahydrofuran-2-yl)-7-(prop-2-yn-1-yl)-7,9-dihydro-1H-purine-6,8-dione